(4-(2-((5-methoxybenzo[d]thiazol-2-yl)amino)-2-oxoethyl)phenoxy)pyridine-3-carboxamide COC=1C=CC2=C(N=C(S2)NC(CC2=CC=C(OC3=NC=CC=C3C(=O)N)C=C2)=O)C1